CC1(CN=C(N1)SCC1=CSC2=NC3=CC=CC=C3CN21)C 3-(((5,5-dimethyl-4,5-dihydro-1H-imidazol-2-yl)thio)methyl)-5H-thiazolo[2,3-b]quinazoline